N(=[N+]=[N-])[C@H]1CN(C[C@@H](C1)O[Si](C)(C)C(C)(C)C)C(=O)OC(C)(C)C (3R,5R)-tert-Butyl 3-azido-5-(tert-butyldimethyl silyloxy)piperidine-1-carboxylate